ClC1=C(C(=C(C=C1OC)OC)Cl)C1=CC2=C(N=C(N=C2)NC2=C(C=CC=C2C)NC(C=C)=O)C(=N1)NCCNS(=O)(=O)C N-(2-((6-(2,6-dichloro-3,5-dimethoxyphenyl)-8-((2-(methylsulfonamido)ethyl)amino)pyrido[3,4-d]pyrimidin-2-yl)amino)-3-methyl-phenyl)acrylamide